BrC1=CN(C2=C(N=CC=C12)OC)C 3-Bromo-7-methoxy-1-methyl-6-azaindole